C(C1=CC=CC=C1)OC1=C(N2C(C3=C(C=CC=C13)C(NC(C)(C)C)=O)=NC=N2)C(=O)OC Methyl 6-(benzyloxy)-10-(tert-butylcarbamoyl)-[1,2,4]triazolo[5,1-a]isoquinoline-5-carboxylate